1-(cyanomethyl)-N-(2-(difluoromethoxy)-6-methylpyridin-3-yl)-3-(2-isopropylphenyl)azetidine-3-carboxamide C(#N)CN1CC(C1)(C(=O)NC=1C(=NC(=CC1)C)OC(F)F)C1=C(C=CC=C1)C(C)C